C(C1=CC=CC=C1)N1CC=2N(CC1)N=C(C2C2=CC(=NC=C2)CC2(OCCO2)C)C2=CC=C(C=C2)F 5-benzyl-2-(4-fluorophenyl)-3-(2-((2-methyl-1,3-dioxolan-2-yl)methyl)pyridine-4-yl)-4,5,6,7-tetrahydropyrazolo[1,5-a]Pyrazine